O=C1NC(CCC1NC=1C=C(C=CC1)C#CCNC(C1=NC=C(C=C1C(C)C)C=1N=CC2=C(C=CC=C2C1)C1=CC2=C(N(C(N2C)=O)C)C(=C1)C(C)C)=O)=O N-(3-(3-((2,6-Dioxopiperidin-3-yl)amino)phenyl)prop-2-yn-1-yl)-3-isopropyl-5-(8-(7-isopropyl-1,3-dimethyl-2-oxo-2,3-dihydro-1H-benzo[d]imidazol-5-yl)isoquinolin-3-yl)picolinamide